OC(CC1NCC2C1CC(C2)(O)C2=CC(=CC=C2)OC)C2=CC(=CC=C2)OC [2-hydroxy-2-(3-methoxyphenyl)ethyl]-5-(3-methoxyphenyl)-octahydrocyclopenta[c]pyrrol-5-ol